3-[4-(5-benzyl-pyrimidin-2-yl)piperazin-1-yl]-5-(1-methyl-1H-pyrazol-4-yl)pyrazolo[1,5-a]pyridine C(C1=CC=CC=C1)C=1C=NC(=NC1)N1CCN(CC1)C=1C=NN2C1C=C(C=C2)C=2C=NN(C2)C